ClC1=CC2=C(N=N1)C(NC(N2)=O)=O 3-chloropyrimido[5,4-c]pyridazine-6,8(5H,7H)-dione